BrC=1C=C(C=CC1)C[C@@H](C)N (R)-1-(3-bromophenyl)propan-2-amine